1-((2R,3r,4r,5r)-3,4-diacetoxy-5-(acetoxymethyl)tetrahydrofuran-2-yl)-3-((2-(1,3-dimethyl-2,6-dioxo-1,2,3,6-tetrahydro-7H-purin-7-yl)ethoxy)carbonyl)pyridine C(C)(=O)O[C@H]1[C@@H](O[C@@H]([C@H]1OC(C)=O)COC(C)=O)N1CC(=CC=C1)C(=O)OCCN1C=NC=2N(C(N(C(C12)=O)C)=O)C